2-(2-(pyridin-3-yl)ethyl)oxazole-4-carbaldehyde oxime N1=CC(=CC=C1)CCC=1OC=C(N1)C=NO